(S)-(5-cyclopentyl-1-(methylamino)-1-oxopent-4-en-2-yl)carbamic acid tert-butyl ester C(C)(C)(C)OC(N[C@H](C(=O)NC)CC=CC1CCCC1)=O